N-benzylphenethylamine C(C1=CC=CC=C1)NCCC1=CC=CC=C1